[N+](=O)([O-])[O-] anti-nitrate